2-(((S)-mesitylsulfinyl)amino)-3,3-dimethylpentanoate C1(=C(C(=CC(=C1)C)C)[S@](=O)NC(C(=O)[O-])C(CC)(C)C)C